ClC1=NC=C2C(=NN3CCOC1=C32)C3[C@@H]2CN(C[C@H]32)C(=O)OC(C)(C)C tert-butyl (1S,5R)-6-(7-chloro-9-oxa-1,2,6-triazatricyclo[6.3.1.04,12]dodeca-2,4,6,8(12)-tetraen-3-yl)-3-azabicyclo[3.1.0]hexane-3-carboxylate